OC=1C=NC=C(C1)C#CC1(CCOCC1)OC=1C=CC=C2C=CC=NC12 3-hydroxy-5-((4-(quinolin-8-yloxy)tetrahydro-2H-pyran-4-yl)ethynyl)pyridine